(3,5-difluorophenyl)-N-(2-(dimethylamino)ethyl)-5-phenyloxazole-4-carboxamide FC=1C=C(C=C(C1)F)C=1OC(=C(N1)C(=O)NCCN(C)C)C1=CC=CC=C1